S1C(=CC=CC=CC=C1)C=1SC=CC=CC=CC1 bithionine